F[C@@H]1[C@@H](CN(C1)C(C1=CC(=CC=C1)F)=O)NC(C1=CC=CC=C1)=O N-[(3R,4S)-4-fluoro-1-(3-fluorobenzoyl)pyrrolidin-3-yl]benzamide